Br.S(=O)(=O)(O)S(=O)O sulphosulfinate hydrobromide